3-(3-amino-5-(1,4-dimethyl-1H-1,2,3-triazol-5-yl)pyridin-2-yl)-4-iodo-1-(methyl-d3)-1H-pyrazole-5-carboxylic acid methyl ester COC(=O)C1=C(C(=NN1C([2H])([2H])[2H])C1=NC=C(C=C1N)C1=C(N=NN1C)C)I